(S)-N-(2-aminopropoxy)-2-(1-(5-cyanopyrimidin-2-yl)piperidin-4-yl)acetamide N[C@H](CONC(CC1CCN(CC1)C1=NC=C(C=N1)C#N)=O)C